methyl {(6S)-4-[4-(5,5-dimethyl-1,3,2-dioxaborinan-2-yl)phenyl]-2,3,9-trimethyl-6H-thieno[3,2-f][1,2,4]triazolo[4,3-a][1,4]diazepin-6-yl}acetate CC1(COB(OC1)C1=CC=C(C=C1)C1=N[C@H](C=2N(C3=C1C(=C(S3)C)C)C(=NN2)C)CC(=O)OC)C